3-((3-(ethoxymethyl)-3-phenethylpyrrolidin-1-yl)methyl)pyridine C(C)OCC1(CN(CC1)CC=1C=NC=CC1)CCC1=CC=CC=C1